(1r,5s,6s)-6-(aminomethyl)-3-ethylbicyclo[3.2.0]heptane-3-en-6-acetic acid NC[C@]1([C@@H]2C=C(C[C@@H]2C1)CC)CC(=O)O